N-[5-bromo-8-(methylamino)-2,7-naphthyridin-3-yl]cyclopropane-carboxamide BrC1=C2C=C(N=CC2=C(N=C1)NC)NC(=O)C1CC1